CCCCCCC/C=C\CCCCCCCC(=O)OC[C@H](COP(=O)([O-])OCC[N+](C)(C)C)OC(=O)CCC/C=C\C/C=C\C/C=C\C/C=C\C/C=C\CC 1-(9Z-heptadecenoyl)-2-(5Z,8Z,11Z,14Z,17Z-eicosapentaenoyl)-glycero-3-phosphocholine